NC1CCC(CC1)NC1=NC2=C(C=C(C=C2C=N1)C1=CC(=NN1C)NS(=O)(=O)C1=C(C=CC=C1)Cl)C(C)C N-(5-(2-(((1r,4r)-4-aminocyclohexyl)amino)-8-isopropylquinazolin-6-yl)-1-methyl-1H-pyrazol-3-yl)-2-chlorobenzene-sulfonamide